C1CN(CC(N1)O)C(=O)O 5-hydroxypiperazic acid